NC=1C=2N(C3=CC(=C(C=C3N1)F)C(=O)N([C@@H]1CCC3=NC(=CC=C31)C(F)(F)F)C)C(=NC2)C (R)-4-amino-7-fluoro-N,1-dimethyl-N-(2-(trifluoromethyl)-6,7-dihydro-5H-cyclopenta[b]pyridin-5-yl)imidazo[1,5-a]quinoxaline-8-carboxamide